C1=CC=CC=2C3=CC=CC=C3C(C12)COC(=O)N(C(C(=O)O)CCC=1C=NC=NC1)C 2-((((9H-Fluoren-9-yl)methoxy)carbonyl)(methyl)amino)-4-(pyrimidin-5-yl)butanoic acid